1-(2-(2-methoxyphenyl)-2-((tetrahydro-2H-pyran-4-yl)oxy)ethyl)-5-methyl-6-(oxazol-2-yl)-2,4-dioxo-1,2-dihydrothieno[2,3-d]pyrimidin COC1=C(C=CC=C1)C(CN1C(NC(C2=C1SC(=C2C)C=2OC=CN2)=O)=O)OC2CCOCC2